1-(tert-butyl)-N-(3-(2-((1-methyl-1H-pyrazol-4-yl)amino)pyridin-4-yl)-6,7,8,9-tetrahydro-5H-cyclohepta[c]pyridin-9-yl)-1H-1,2,3-triazole-4-carboxamide C(C)(C)(C)N1N=NC(=C1)C(=O)NC1CCCCC2=C1C=NC(=C2)C2=CC(=NC=C2)NC=2C=NN(C2)C